(S)-8-(4-((4-(difluoromethyl)-5-fluoropyridin-2-yl)oxy)-3,3-difluoropyrrolidin-1-yl)-6-(2,4-dimethoxypyrimidin-5-yl)-3-fluoroimidazo[1,2-b]pyridazine FC(C1=CC(=NC=C1F)O[C@@H]1C(CN(C1)C=1C=2N(N=C(C1)C=1C(=NC(=NC1)OC)OC)C(=CN2)F)(F)F)F